COCCN1CC2(CN(C2)C=2C=CC=C3C=NC(=NC23)NC2CCN(CC2)S(=O)(=O)C)CC1 8-(6-(2-methoxyethyl)-2,6-diazaspiro[3.4]octan-2-yl)-N-(1-(methylsulfonyl)piperidin-4-yl)quinazolin-2-amine